BrC1=CC=2N(C(N(C(C2S1)=O)C=1N=NC=C(C1)C)=O)CCC#N 3-[6-bromo-3-(5-methylpyridazin-3-yl)-2,4-dioxo-thieno[3,2-d]pyrimidin-1-yl]propionitrile